C1(CC1)C1=C(C=CC(=C1)F)N(C(C)=O)C1=CC=C(C2=NON=C21)[N+](=O)[O-] N-(2-cyclopropyl-4-fluorophenyl)-N-(7-nitrobenzo[c][1,2,5]oxadiazol-4-yl)acetamide